(3R)-3-{[(3-chloro-6-methoxypyridin-2-yl)oxy]methyl}-2-azabicyclo[3.1.0]hexane ClC=1C(=NC(=CC1)OC)OC[C@@H]1NC2CC2C1